N-tetradecyl-2-ethyl-3-t-butylcarbonyloxy-pyridin-4-one C(CCCCCCCCCCCCC)N1C(=C(C(C=C1)=O)OC(=O)C(C)(C)C)CC